4-[2-(2,2-difluoroethoxy)phenyl]-6-(difluoromethyl)-2-[4-(2-hydroxypropan-2-yl)phenyl]-2,3-dihydro-1H-pyrrolo[3,4-c]pyridin-1-one FC(COC1=C(C=CC=C1)C1=NC(=CC2=C1CN(C2=O)C2=CC=C(C=C2)C(C)(C)O)C(F)F)F